4,4-dihexoxybutanoic acid C(CCCCC)OC(CCC(=O)O)OCCCCCC